FC1([C@@H](CN(C1)C1COC1)NC1=NN2C(C(=N1)OC)=C(C(=C2)F)C=2C=CC1=C(N(N=N1)[C@@H](CF)C)C2)F N-((R)-4,4-difluoro-1-(oxetan-3-yl)pyrrolidin-3-yl)-6-fluoro-5-(1-((R)-1-fluoropropan-2-yl)-1H-benzo[d][1,2,3]triazol-6-yl)-4-methoxypyrrolo[2,1-f][1,2,4]triazin-2-amine